6-Bromo-2,3-difluorophenol BrC1=CC=C(C(=C1O)F)F